1-(3,4-dichlorobenzyl)-5-nitro-3-(5,5-dimethyl-1,3-dioxane-2-yl)-2-ketoindole ClC=1C=C(CN2C(C(C3=CC(=CC=C23)[N+](=O)[O-])C2OCC(CO2)(C)C)=O)C=CC1Cl